2,5-dichlorophenylcarbodiimide ClC1=C(C=C(C=C1)Cl)N=C=N